2-((3'-(4-Chloro-2-fluorobenzyloxy)-3-fluorobiphenyl-4-yl)methyl)-1-(oxazol-5-ylmethyl)-1H-benzo[d]imidazole-6-carboxylic acid ClC1=CC(=C(COC=2C=C(C=CC2)C2=CC(=C(C=C2)CC2=NC3=C(N2CC2=CN=CO2)C=C(C=C3)C(=O)O)F)C=C1)F